(tert-butyl 2-(2-(4-aminophenoxy) ethoxy) ethyl) carbamate C(N)(OCC(OCCOC1=CC=C(C=C1)N)C(C)(C)C)=O